2-pentenyl ether C(C=CCC)OCC=CCC